ClC=1C(N(C(=CC1OCC1=NC=C(C=C1F)F)C)C1=CC(=NC=C1C)C1=CC=C2C(=N1)C(CC2)(O)CC)=O 3-chloro-4-((3,5-difluoropyridin-2-yl)methoxy)-2'-(7-ethyl-7-hydroxy-6,7-dihydro-5H-cyclopenta[b]pyridin-2-yl)-5',6-dimethyl-2H-[1,4'-bipyridin]-2-one